C(C)SC1=CC=C(CN2C(C3=CC=CC=C3C2=O)=O)C=C1 2-(4-(ethylthio)benzyl)isoindoline-1,3-dione